FC1=CC=2C=3C=C4C(=C(C3NC2C=C1)C)C=CN=C4 9-fluoro-5-methyl-6H-pyrido[4,3-b]carbazole